CSSCC1=CC=CC=C1 methylbenzyldisulfide